C(C=C)N1S(C2=C(C3=C1C(=CC=C3)C(=O)NCCO)N=C(N=C2)NC2=CC=C(C=C2)N2CCN(CC2)C)(=O)=O 6-allyl-N-(2-hydroxyethyl)-2-{[4-(4-methylpiperazin-1-yl)phenyl]amino}-6H-pyrimido[5,4-c][2,1]benzothiazine-7-carboxamide 5,5-dioxide